4,4-dihydroxy-8-{[1-(1H-imidazole-4-carbonyl)azetidin-3-yl]oxy}-5-oxa-4-boranuidabicyclo[4.4.0]deca-1(6),7,9-triene-7-carboxylic acid disodium salt [Na+].[Na+].O[B-]1(CCC=2C=CC(=C(C2O1)C(=O)O)OC1CN(C1)C(=O)C=1N=CNC1)O.O[B-]1(CCC=2C=CC(=C(C2O1)C(=O)O)OC1CN(C1)C(=O)C=1N=CNC1)O